1-{2-[(9Z,12Z)-octadeca-9,12-dien-1-yloxy]-1-[(octyloxy)methyl]ethyl}pyrrolidine methyl-5-((2-chlorophenyl)(tetrahydrofuran-3-yl)methoxy)pyrimidine-2-carboxylate COC(=O)C1=NC=C(C=N1)OC(C1COCC1)C1=C(C=CC=C1)Cl.C(CCCCCCC\C=C/C\C=C/CCCCC)OCC(COCCCCCCCC)N1CCCC1